C1(CC1)C(N1C[C@]2(CCN3N=C(C=C32)C=3C=C(C(=NC3)N)OC(F)(F)F)CC1)C1=NC=NN1 5-{(3R)-1-[cyclopropyl(1H-1,2,4-triazol-5-yl)methyl]-5',6'-dihydrospiro[pyrrolidine-3,4'-pyrrolo[1,2-b]pyrazol]-2'-yl}-3-(trifluoromethoxy)pyridin-2-amine